methyl 6-fluoro-4-(methylsulphonamido)-1H-indole-2-carboxylate FC1=CC(=C2C=C(NC2=C1)C(=O)OC)NS(=O)(=O)C